(5S,8R)-1-fluoro-6,7,8,9-tetrahydro-5H-5,8-epiminocyclohepta[c]pyridine FC1=NC=CC2=C1C[C@H]1CC[C@@H]2N1